4-[1,1-bis-(4-hydroxy-3-methylphenyl)-ethyl]-benzene OC1=C(C=C(C=C1)C(C)(C1=CC(=C(C=C1)O)C)C1=CC=CC=C1)C